FC1=CC=C(C=C1)NC1=NNC(=C1)C1=C(C=CC=C1)C N-(4-fluorophenyl)-5-(o-tolyl)-1H-pyrazol-3-amine